3-[6-(2,5-dichloropyrimidin-4-yl)-1-oxo-2,3-dihydro-1H-isoindol-2-yl]propionic acid methyl ester COC(CCN1C(C2=CC(=CC=C2C1)C1=NC(=NC=C1Cl)Cl)=O)=O